C(C1=CC=CC=C1)C1=NC(=NN1)C(=O)N[C@@H]1C(N(C2=C(OC1)C=C(C=C2)C#CC(C)(C)O)C)=O (S)-5-benzyl-N-(8-(3-hydroxy-3-methylbut-1-yn-1-yl)-5-methyl-4-oxo-2,3,4,5-tetrahydrobenzo[b][1,4]oxazepin-3-yl)-1H-1,2,4-triazole-3-carboxamide